2-(biphenyl-4-yl)-6-{4-(4-cyano-phenyl)-naphthalen-1-yl}-4-phenyl-benzoxazole C1(=CC=C(C=C1)C=1OC2=C(N1)C(=CC(=C2)C2=CC=C(C1=CC=CC=C21)C2=CC=C(C=C2)C#N)C2=CC=CC=C2)C2=CC=CC=C2